BrC=1C=C2C(=C(C(N(C2=CC1O[C@H]1COCC1)C)=O)C#N)N1CCC(CC1)C1=NC(=NO1)C1=C(C=CC=C1)C |r| (rac)-6-bromo-1-methyl-4-{4-[3-(2-methylphenyl)-1,2,4-oxadiazol-5-yl]piperidin-1-yl}-2-oxo-7-[(oxolan-3-yl)oxy]-1,2-dihydroquinoline-3-carbonitrile